2-[4-[4-[4-Methoxy-3-(trifluoromethyl)phenyl]-3-methylbenzoyl]piperazin-1-yl]-3H-quinazolin-4-one COC1=C(C=C(C=C1)C1=C(C=C(C(=O)N2CCN(CC2)C2=NC3=CC=CC=C3C(N2)=O)C=C1)C)C(F)(F)F